(R)-5-bromo-1-(pyrrolidin-3-yl)-1H-indazole BrC=1C=C2C=NN(C2=CC1)[C@H]1CNCC1